FC(C=1C=C(C=CC1F)C=1C=C2C(=NC1)C=NN2CC2=NN=C(O2)CO)F (5-((6-(3-(Difluoromethyl)-4-fluorophenyl)-1H-pyrazolo[4,3-b]pyridin-1-yl)methyl)-1,3,4-oxadiazol-2-yl)methanol